N,N-Di-Isopropylethylamine C(C)(C)N(C(C)C)CC